IC1=CC=CC(=C1)I 2,4-diiodobenzene